C(=O)(OC(C)(C)C)N[C@@H](CO)C1=CC=CC=C1 (2R)-2-(Boc-amino)-2-phenyl-1-ethanol